phenylmethane-1,1-dithiol C1(=CC=CC=C1)C(S)S